FC1(CN(C1)C1=CN=CC(=N1)/C(=C/C1=CC=C(C(=C1N1CC2(CCC1)CCN(CC2)CC)C(F)(F)F)OC2=C(C=CC=C2)F)/F)F (Z)-2-(6-(2-(6-(3,3-Difluoroazetidin-1-yl)pyrazin-2-yl)-2-fluorovinyl)-3-(2-fluorophenoxy)-2-(trifluoromethyl)phenyl)-9-ethyl-2,9-diazaspiro[5.5]undecane